N-methylisoxazol-5-amine CNC1=CC=NO1